tert-butyl (2-(1-(3-((2-(2,6-dioxopiperidin-3-yl)-1,3-dioxoisoindolin-4-yl)amino)propyl)piperidin-4-yl)ethyl)carbamate O=C1NC(CCC1N1C(C2=CC=CC(=C2C1=O)NCCCN1CCC(CC1)CCNC(OC(C)(C)C)=O)=O)=O